2-[2-[[6-[3-(trimethylammonio)azetidin-1-yl]-1,3-benzothiazol-2-yl]methylcarbamoyl]indan-2-yl]acetate C[N+](C1CN(C1)C1=CC2=C(N=C(S2)CNC(=O)C2(CC3=CC=CC=C3C2)CC(=O)[O-])C=C1)(C)C